(S)-2,2-dimethyl-8-oxo-2,3,4,8-tetrahydropyrano[3,2-g]chromen-3-yl 3-(1H-imidazol-1-yl)propanoate N1(C=NC=C1)CCC(=O)O[C@@H]1C(OC2=CC3=C(C=C2C1)C=CC(O3)=O)(C)C